FC=1C(=NC(=CC1N(C(=O)OC(C)(C)C)C(=O)OC(C)(C)C)Cl)Cl 3-fluoro-4-[di(t-butoxycarbonyl)amino]-2,6-dichloropyridine